CC1=CC=C(CN2N=C(C3=CC=CC=C23)NC(=O)C2=COC=C2)C=C1 N-(1-(4-methylbenzyl)-1H-indazol-3-yl)furan-3-carboxamide